OC1C(C(OC(C1O)CO)OC1=C(C=C(C(=O)O)C=C1)OC)OC(C1=CC(=C(C(=C1)OC)O)OC)=O 4-(4,5-dihydroxy-3-(4-hydroxy-3,5-dimethoxybenzoyloxy)-6-(hydroxymethyl)-tetrahydro-2H-pyran-2-yloxy)-3-methoxybenzoic acid